2-(3-cyanophenyl)-N-((S)-(4,4-difluorocyclohexyl)(5-(((S)-2-oxo-4-(trifluoro-methyl)imidazolidin-1-yl)methyl)benzo[d]oxazol-2-yl)methyl)acetamide C(#N)C=1C=C(C=CC1)CC(=O)N[C@H](C=1OC2=C(N1)C=C(C=C2)CN2C(N[C@@H](C2)C(F)(F)F)=O)C2CCC(CC2)(F)F